C(C)(C)(C)OC(=O)N1C(CC1)OC1=CC(=CC=C1)C(=O)OC (3-(methoxycarbonyl)phenoxy)azetidine-1-carboxylic acid tert-butyl ester